(9-(heptadecane-9-yl)-9H-carbazole-3,6-diyl)diboronic acid CCCCCCCCC(CCCCCCCC)N1C2=CC=C(C=C2C=2C=C(C=CC12)B(O)O)B(O)O